C(N(C(=O)N(C)C)C1=CC=CC=C1)N(C(=O)N(C)C)C1=CC=CC=C1 methylenebis(phenyl-dimethyl-urea)